C(C1=CC=CC=C1)OC(=O)N[C@@H](C(=O)OCC1=CC=CC=C1)CNC(C1=CC(=CC(=C1)F)C1=C(C=NN1CC)C(F)F)=O (R)-benzyl 2-(((benzyloxy)carbonyl)amino)-3-(3-(4-(difluoromethyl)-1-ethyl-1H-pyrazol-5-yl)-5-fluorobenzamido)propanoate